(6-methoxy-7-((trifluoromethyl)thio)-1,5-naphthyridin-3-yl)methyl methanesulfonate CS(=O)(=O)OCC=1C=NC2=CC(=C(N=C2C1)OC)SC(F)(F)F